tri(p-fluorophenyl)silanol FC1=CC=C(C=C1)[Si](O)(C1=CC=C(C=C1)F)C1=CC=C(C=C1)F